FC1=C(C=CC(=C1)F)S(=O)(=O)NC=1C(=NC=C(C1)C=1C=C2C(=NC=NC2=CC1)N1CC(C1)N1C(C(CC1)=C)=O)OC 2,4-difluoro-N-(2-methoxy-5-(4-(3-(3-methylene-2-oxopyrrolidin-1-yl)azetidin-1-yl)quinazolin-6-yl)pyridin-3-yl)benzenesulfonamide